ethyl-[2-[5-[3-[4-(trifluoromethyl)anilino]pyrazin-2-yl]-1,3,4-oxadiazol-2-yl]ethyl]cyanamide C(C)N(C#N)CCC=1OC(=NN1)C1=NC=CN=C1NC1=CC=C(C=C1)C(F)(F)F